FC=1C=C2C=CC=C(C2=CC1)OCCCC1=C(NC2=C(C=CC=C12)C=1C(=NN(C1C)C)C)C(=O)O 3-(3-((6-fluoronaphthalen-1-yl)oxy)propyl)-7-(1,3,5-trimethyl-1H-pyrazol-4-yl)-1H-indole-2-carboxylic acid